ClC=1C=2N(C=CN1)C(=NC2C)C(C)C2=C(C(=C(C(=C2)Cl)C)C=2C=NC=CC2)OC 8-chloro-3-(1-(5-chloro-2-methoxy-4-methyl-3-(pyridin-3-yl)phenyl)ethyl)-1-methylimidazo[1,5-a]pyrazine